[C@@H]1(CCCC2=CC=CC=C12)O (S)-1,2,3,4-tetrahydronaphthalene-1-ol